methyl 3-chloro-4-(1,3-dioxoisoindolin-2-yl)-5,6-difluoropicolinate ClC=1C(=NC(=C(C1N1C(C2=CC=CC=C2C1=O)=O)F)F)C(=O)OC